dibutyl 9,9'-((4-(2-(4-(2-((3-(bis(2-hydroxy-9-(isopentyloxy)-9-oxononyl)amino)propyl)disulfaneyl)ethyl)piperazin-1-yl)ethoxy)-4-oxobutyl)azanediyl)bis(8-hydroxynonanoate) OC(CN(CCCSSCCN1CCN(CC1)CCOC(CCCN(CC(CCCCCCC(=O)OCCCC)O)CC(CCCCCCC(=O)OCCCC)O)=O)CC(CCCCCCC(OCCC(C)C)=O)O)CCCCCCC(=O)OCCC(C)C